[4-(3-chlorophenoxy)-1-piperidinyl]tetrahydropyran-4-carboxamide ClC=1C=C(OC2CCN(CC2)C2OCCC(C2)C(=O)N)C=CC1